FC(N1N=C(C=C1)C1=CC(=C(C=N1)CNC(C=C)=O)N1CCC(CC1)(F)F)F N-((6-(1-(difluoromethyl)-1H-pyrazol-3-yl)-4-(4,4-difluoropiperidin-1-yl)pyridin-3-yl)methyl)acrylamide